Cl.FC1=C2CN(C(C2=CC=C1C1CCNCC1)=O)C1C(NC(CC1)=O)=O 3-(4-fluoro-1-oxo-5-(piperidin-4-yl)isoindolin-2-yl)piperidine-2,6-dione HCl salt